methyl trans-4-[(2,8-dimethyl-[1,2,4]triazolo[1,5-a]pyridin-6-yl)methyl]cyclohexanecarboxylate CC1=NN2C(C(=CC(=C2)C[C@@H]2CC[C@H](CC2)C(=O)OC)C)=N1